CC1=CC=C(C=N1)CC1=NC2=NC=CN=C2C(=N1)N ((6-methylpyridin-3-yl)methyl)pteridin-4-amine